OC1=C(C(C(C(=C1)O)(CC=C(C)C)CC=C(C)C)=O)C(C(C)C)=O 3,5-dihydroxy-6,6-bis(3-methylbut-2-en-1-yl)-2-(2-methylpropanoyl)cyclohexa-2,4-dien-1-one